ClC1=C(C=C2C(=NC=NC2=C1)N1CC(N(CC1)C(C=C)=O)CN(C)C)C1=CC=C(C=C1)Cl 1-(4-(7-chloro-6-(4-chlorophenyl)quinazolin-4-yl)-2-((dimethylamino)methyl)piperazin-1-yl)prop-2-en-1-one